(S)-5-(pyrazin-2-yl)-4-(pyrazolo[1,5-a]pyridin-2-yl)-4,5,6,7-tetrahydro-1H-imidazo[4,5-c]pyridine N1=C(C=NC=C1)N1[C@@H](C2=C(CC1)NC=N2)C2=NN1C(C=CC=C1)=C2